tert-butyl (2R,3S,4S)-4-[(tert-butoxycarbonyl)oxy]-3-({[5-(hydroxymethyl)-1,3,4-thiadiazol-2-yl]carbamoyl}oxy)-2-[(4-methoxyphenyl)methyl]pyrrolidine-1-carboxylate C(C)(C)(C)OC(=O)O[C@@H]1[C@H]([C@H](N(C1)C(=O)OC(C)(C)C)CC1=CC=C(C=C1)OC)OC(NC=1SC(=NN1)CO)=O